Pyrrolidine acetate C(C)(=O)O.N1CCCC1